2-(4,4-difluoroazepan-1-yl)-N-(3-(methylsulfonyl)phenyl)-1,8-naphthyridine-3-carboxamide FC1(CCN(CCC1)C1=NC2=NC=CC=C2C=C1C(=O)NC1=CC(=CC=C1)S(=O)(=O)C)F